tert-butyl (2-(5-(2-(3,4-dimethoxyphenyl)-3-isopropyl-1H-indole-5-carbonyl)hexahydro pyrrolo[3,4-c]pyrrol-2(1H)-yl)-2-oxoethyl)(methyl)carbamate COC=1C=C(C=CC1OC)C=1NC2=CC=C(C=C2C1C(C)C)C(=O)N1CC2C(C1)CN(C2)C(CN(C(OC(C)(C)C)=O)C)=O